C(C)(SCC(CO)C1=NC=CC=C1)=O S-(3-hydroxy-2-(pyridin-2-yl)propyl) ethanethioate